diselenium diselenide carbonate C([O-])([O-])=O.[SeH-]=[Se].[Se+2].[Se+2]